OC=1C(N(C(C1C1=CC=C(C=C1)C(F)(F)F)C(C)C)C1=CC=CC=C1)=O 3-Hydroxy-5-isopropyl-1-phenyl-4-(4-(trifluoromethyl)phenyl)-1,5-dihydro-2H-pyrrol-2-one